3-(2-(Dimethylamino)ethyl)-1H-indol-4-yl tetrahydro-2H-pyran-4-carboxylate hydrochloride Cl.O1CCC(CC1)C(=O)OC1=C2C(=CNC2=CC=C1)CCN(C)C